N-[4-(6-amino-5-chloro-pyrimidin-4-yl)oxy-3-fluoro-phenyl]-1-pyrimidin-2-yl-5-(trifluoromethyl)pyrazole-4-carboxamide NC1=C(C(=NC=N1)OC1=C(C=C(C=C1)NC(=O)C=1C=NN(C1C(F)(F)F)C1=NC=CC=N1)F)Cl